OC1(CC1)C1=NN(C=N1)C1CC2(CN(C2)C(=O)N2CC3(C2)CC(C3)CC3=NNC(=N3)C(F)(F)F)C1 [6-[3-(1-hydroxycyclopropyl)-1,2,4-triazol-1-yl]-2-azaspiro[3.3]heptan-2-yl]-[6-[[5-(trifluoromethyl)-1H-1,2,4-triazol-3-yl]methyl]-2-azaspiro[3.3]heptan-2-yl]methanone